FC1=C(C=C(C=C1C)N1N=C2C(CN(CC2)C(=O)OC(C)(C)C)=C1N1C(N(C=C1)C=1C=C2C=NN(C2=CC1)C)=O)C tert-Butyl 2-(4-fluoro-3,5-dimethylphenyl)-3-[3-(1-methylindazol-5-yl)-2-oxoimidazol-1-yl]-6,7-dihydro-4H-pyrazolo[4,3-c]pyridine-5-carboxylate